ClC=1C(=CC(=C(C(=O)N)C1)OC)NC 5-chloro-2-methoxy-4-methylaminobenzamide